C1(CCCCOC(O1)=O)C1CCCCCCC1 6,8-dioxabicyclooctan-7-one